2-(4-ethyl-6-methylpyrazolo[1,5-a]pyrazin-2-yl)-7-[4-(2-hydroxyethyl)piperazin-1-yl]-4H-pyrido[1,2-a]pyrimidin-4-one C(C)C=1C=2N(C=C(N1)C)N=C(C2)C=2N=C1N(C(C2)=O)C=C(C=C1)N1CCN(CC1)CCO